FC1=C(C=C(C=C1)C(C)O)NC1=NC=C(C(=N1)NN1C(OC2=C1C=CC=C2)=O)C (2-(2-fluoro-5-(1-hydroxyethyl)phenylamino)-5-methylpyrimidin-4-ylamino)benzo[d]oxazol-2(3H)-one